(3-aminopyrrolidin-1-yl)(1-(3-chlorophenyl)-1H-benzo[d]imidazol-5-yl)methanone NC1CN(CC1)C(=O)C1=CC2=C(N(C=N2)C2=CC(=CC=C2)Cl)C=C1